N-((3S,4S)-4-azidotetrahydro-2H-pyran-3-yl)-6-(2,6-dichloro-3,5-dimethoxyphenyl)quinazolin-2-amine N(=[N+]=[N-])[C@@H]1[C@@H](COCC1)NC1=NC2=CC=C(C=C2C=N1)C1=C(C(=CC(=C1Cl)OC)OC)Cl